5-cyanopyridin C(#N)C=1C=CC=NC1